C(C)C1(C=CC=C1)[Ti](N(CC)CC)(N(CC)CC)N(CC)CC (ethylcyclopentadienyl)tris(diethylamino)titanium